N-(6-amino-5-methyl-3-pyridyl)-2-[(2R,5S)-5-methyl-2-(1H-pyrazolo[3,4-b]pyridin-5-yl)-1-piperidyl]-2-oxo-acetamide NC1=C(C=C(C=N1)NC(C(=O)N1[C@H](CC[C@@H](C1)C)C=1C=C2C(=NC1)NN=C2)=O)C